C(C)(C)(C)OC(CC1=C(C=C(C=C1C(C)C)F)C(C)C)=O 2-[4-fluoro-2,6-bis(propan-2-yl)phenyl]acetic acid tert-butyl ester